C(CCCCCCCCC)(=O)OCC(COC(N(C)C1CN(C1)CC)=O)OC(CCCCCCCCC)=O 3-(((1-ethylazetidin-3-yl)(methyl)carbamoyl)oxy)propane-1,2-diyl bis(decanoate)